C1OCC12CC(C2)NC(=O)[C@@H]2CC21CCN(CC1)C(=O)OC(C(F)(F)F)C(F)(F)F |r| 1,1,1,3,3,3-hexafluoro-propan-2-yl (±)-1-((2-oxaspiro[3.3]-heptan-6-yl)-carbamoyl)-6-azaspiro[2.5]-octane-6-carboxylate